IC=1C=NC2=CC=CC=C2C1 3-iodoquinolin